C(C)OC(=O)C1=CN=C2N1C=C(C=C2)C(C)(C)O.FC(CCN(Cl)C)(F)F trifluoropropyl-methyl-chloro-nitrogen ethyl-6-(1-hydroxy-1-methyl-ethyl)imidazo[1,2-a]pyridine-3-carboxylate